C=C(C)C1CCC(C2C1C1=C(O2)C=CC=C1O)O 9-(prop-1-en-2-yl)-5a,6,7,8,9,9a-hexahydrodibenzo[b,d]furan-1,6-diol